C(C)OC(=O)C=1C2=C(OC1C)C1=CC=CC=C1C(=C2)NS(=O)(=O)C=2C=CC=C1C=CC=NC21 2-methyl-5-(quinoline-8-sulfonylamino)naphtho[1,2-b]furan-3-carboxylic acid ethyl ester